cyanovinyl carbonate C(OC=CC#N)([O-])=O